F[P-](F)(F)(F)(F)F.C(C)(=O)NC1=CC=C(C=C1)[I+]C1=CC=C(C=C1)NC(C)=O Di-(4-acetamidophenyl)-iodonium hexa-fluorophosphat